CC1(C(CCC1)C1=CC=C(C=C1)C=1NC=2N(C(C1)=O)N=CC2C(=O)OCC)C ethyl 5-(4-(2,2-dimethylcyclopentyl) phenyl)-7-oxo-4,7-dihydropyrazolo[1,5-a]pyrimidine-3-carboxylate